CN1C2=C(N(C(C1=O)=O)C1CCN(CC1)CC1=CC=C(C=C1)OC(F)(F)F)N=C(C=C2)C#N 1-methyl-2,3-diketo-4-(1-(4-(trifluoromethoxy)benzyl)piperidin-4-yl)-1,2,3,4-tetrahydropyrido[2,3-b]pyrazine-6-carbonitrile